COC1=CC=C(C=C1)C(CC)=O 4'-methoxypropiophenone